C1=C(C=CC=2C3=CC=CC=C3C3(C12)C1=CC=CC=C1C=1C=CC=CC13)C1(C=CC(C=C1)=C1C=CC(C=C1)(NC1=CC=CC=C1)C1=CC=3C2(C4=CC=CC=C4C3C=C1)C1=CC=CC=C1C=1C=CC=CC12)NC1=CC=CC=C1 4,4'-bis(9,9'-spirobi[9H-fluoren]-2-yl)-N,N'-diphenyl-4,4'-diaminobiphenyl